1-(3-(4-(Pyrimidin-2-yl)piperazine-1-carbonyl)benzyl)-7-(trifluoromethyl)quinazoline-2,4(1H,3H)-dione N1=C(N=CC=C1)N1CCN(CC1)C(=O)C=1C=C(CN2C(NC(C3=CC=C(C=C23)C(F)(F)F)=O)=O)C=CC1